methyl 4-bromo-2-(bromomethyl)-6-methoxy-benzoate BrC1=CC(=C(C(=O)OC)C(=C1)OC)CBr